1-(6Z,9Z,12Z,15Z-octadecatetraenoyl)-2-(9Z-heptadecenoyl)-glycero-3-phosphoserine CCCCCCC/C=C\CCCCCCCC(=O)O[C@H](COC(=O)CCCC/C=C\C/C=C\C/C=C\C/C=C\CC)COP(=O)(O)OC[C@@H](C(=O)O)N